N,N-di(methyl-d3)-1-propylamine C(N(C([2H])([2H])[2H])CCC)([2H])([2H])[2H]